N=1N=C(N2C1C=CC=C2)CN(C(C(=O)NC=2C=NC=C(C2)CN(C)C)=O)C N1-([1,2,4]triazolo[4,3-a]pyridin-3-ylmethyl)-N2-(5-((dimethylamino)methyl)pyridin-3-yl)-N1-methyloxalamide